1-amino-N-(3,5-dibromopyrazin-2-yl)cyclopropanecarboxamide bistrifluoroacetate FC(C(=O)O)(F)F.FC(C(=O)O)(F)F.NC1(CC1)C(=O)NC1=NC=C(N=C1Br)Br